4,4'-(2,3-dimethylbutane-1,4-diyl)bis(benzene-3,5,6-d3-1,2-diol) CC(CC1=C(C(=C(C(=C1[2H])[2H])O)O)[2H])C(CC1=C(C(=C(C(=C1[2H])[2H])O)O)[2H])C